N-(3-Methoxypyrazin-2-yl)-3a-methyl-2,3,3a,4-tetrahydro-1H-cyclopenta[b]quinoline-7-sulfonamide COC=1C(=NC=CN1)NS(=O)(=O)C1=CC=2C=C3C(NC2C=C1)(CCC3)C